2-((2,3-dihydro-1H-inden-2-yl)amino)oxazole-4-carboxylic acid C1C(CC2=CC=CC=C12)NC=1OC=C(N1)C(=O)O